N-methyl-N-[[3-[2-(phenylmethoxycarbonylamino)ethyl]phenyl]methyl]carbamic acid tert-butyl ester C(C)(C)(C)OC(N(CC1=CC(=CC=C1)CCNC(=O)OCC1=CC=CC=C1)C)=O